N(=[N+]=[N-])C[C@H]([C@@H]([C@H](C=O)O)O)O 5-azido-5-deoxy-xylose